(±)-tert-butyl 3-(6-cyano-8-(6-(hydroxymethyl)thieno[3,2-d]pyrimidin-4-yl)-3,4-dihydroquinolin-1(2H)-yl)pyrrolidine-1-carboxylate C(#N)C=1C=C2CCCN(C2=C(C1)C=1C2=C(N=CN1)C=C(S2)CO)[C@H]2CN(CC2)C(=O)OC(C)(C)C |r|